tert-Butyl-2-[4-bromo-5-fluoro-2-(4-butoxy-4,5-dihydroisoxazol-3-yl)phenoxy]acetat C(C)(C)(C)OC(COC1=C(C=C(C(=C1)F)Br)C1=NOCC1OCCCC)=O